(2-Bromopyridin-4-yl)methyl (2-((S)-1-(2,3-difluorobenzyl)-5-oxopyrrolidin-2-yl)acetyl)-L-valinate FC1=C(CN2[C@@H](CCC2=O)CC(=O)N[C@@H](C(C)C)C(=O)OCC2=CC(=NC=C2)Br)C=CC=C1F